N-(2-(1-((5-([4,4'-bipiperidin]-1-ylmethyl)-3',5'-dichloro-[1,1'-biphenyl]-3-yl)methyl)piperidin-4-yl)ethyl)-2,2,2-trifluoroacetamide N1(CCC(CC1)C1CCNCC1)CC=1C=C(C=C(C1)C1=CC(=CC(=C1)Cl)Cl)CN1CCC(CC1)CCNC(C(F)(F)F)=O